(E)-1-[4-(Hydroxymethyl)phenyl]-3-phenylprop-2-en-1-one OCC1=CC=C(C=C1)C(\C=C\C1=CC=CC=C1)=O